C(C)(C)(C)OOC1(CCCCC1)OOC(C)(C)C 1,1-bis(tert-butylperoxy)cyclohexan